3-(4-(5-(difluoromethyl)-1,3,4-oxadiazol-2-yl)-2-fluorobenzyl)-5-(3-fluorophenyl)-1-methyl-1,3-dihydro-2H-benzo[d]imidazol-2-one FC(C1=NN=C(O1)C1=CC(=C(CN2C(N(C3=C2C=C(C=C3)C3=CC(=CC=C3)F)C)=O)C=C1)F)F